N-(2-(aminomethyl)benzyl)-N'-benzylethane-1,2-diamine NCC1=C(CNCCNCC2=CC=CC=C2)C=CC=C1